FC(C1=NC(=NO1)C1=CC=C(CNC2=NC=CC(=N2)CO)C=C1)(F)F [2-({4-[5-(trifluoromethyl)-1,2,4-oxadiazol-3-yl]benzyl}amino)pyrimidin-4-yl]methanol